4-(dimethylamino)but-2-yn-1-one CN(CC#CC=O)C